Cl.C(C)N(CCC1=CNC2=NC=C(C=C21)OC)C N-ethyl-2-(5-methoxy-1H-pyrrolo[2,3-b]pyridin-3-yl)-N-methylethan-1-amine hydrochloride